CC1=NOC(=C1[C@@H](C=1OC2=C(C1)C=C(C=C2)CC(=O)N[C@@H](C2=CC=CC=C2)C2=C(C=C(C=C2)C)C)O)C 2-(2-((S)-(3,5-dimethylisoxazol-4-yl)(hydroxy)methyl)benzofuran-5-yl)-N-((S)-(2,4-dimethylphenyl)(phenyl)methyl)acetamide